The molecule is an acyl-CoA oxoanion that is the pentaanion of 3-oxodecanedioyl-CoA, arising from deprotonation of the phosphate, diphosphate and carboxylic acid functions; major species at pH 7.3. It is a conjugate base of a 3-oxodecanedioyl-CoA. CC(C)(COP(=O)([O-])OP(=O)([O-])OC[C@@H]1[C@H]([C@H]([C@@H](O1)N2C=NC3=C(N=CN=C32)N)O)OP(=O)([O-])[O-])[C@H](C(=O)NCCC(=O)NCCSC(=O)CC(=O)CCCCCCC(=O)[O-])O